(3R,4R)-3-((tert-butoxycarbonyl)oxy)-4-(4-hydroxyl-3,4-dihydroisoquinolin-2(1H)-yl)piperidine-1-carboxylic acid Tert-butyl ester C(C)(C)(C)OC(=O)N1C[C@H]([C@@H](CC1)N1CC2=CC=CC=C2C(C1)O)OC(=O)OC(C)(C)C